p-N,N-dimethylaminobenzoic acid CN(C)C1=CC=C(C(=O)O)C=C1